6-[8-[tert-butoxycarbonyl-(methyl)amino]-4-[trans-2-(dimethylamino)-5-azaspiro[2.4]Hept-5-yl]-5,6-difluoro-9H-pyrido[2,3-b]Indol-3-yl]-1-methyl-4-oxo-1,8-naphthyridine C(C)(C)(C)OC(=O)N(C=1C=C(C(=C2C3=C(NC12)N=CC(=C3N3CC1(C(C1)N(C)C)CC3)C=3C=C1C(C=CN(C1=NC3)C)=O)F)F)C